C1(CC1)C1=CC(=NN1)NC1=NC(=NC2=CC=CC=C12)NC1=CC=C(C=C1)CC#N 2-(4-((4-((5-cyclopropyl-1H-pyrazol-3-yl)amino)quinazolin-2-yl)amino)phenyl)acetonitrile